Methyl-(4-((3-(4-cyano-3-(trifluoromethyl)phenyl)-2-(trifluoromethyl)oxazolidin-5-yl)methoxy)benzyl)carbamat COC(NCC1=CC=C(C=C1)OCC1CN(C(O1)C(F)(F)F)C1=CC(=C(C=C1)C#N)C(F)(F)F)=O